(2S,3S,4S,5R)-4-[[3-(3-Methoxy-2-methyl-4-pyridyl)-4,5-dimethyl-5-(trifluoromethyl)tetrahydrofuran-2-carbonyl]amino]pyridin-2-carboxamid COC=1C(=NC=CC1[C@H]1[C@H](O[C@]([C@H]1C)(C(F)(F)F)C)C(=O)NC1=CC(=NC=C1)C(=O)N)C